8-[(2S,5R)-4-[(4-Fluorophenyl)[3-(1-methylpiperidin-4-yl)-1,2,4-oxadiazol-5-yl]methyl]-2,5-dimethylpiperazin-1-yl]-5-methyl-6-oxo-5,6-dihydro-1,5-naphthyridin-2-carbonitril FC1=CC=C(C=C1)C(N1C[C@@H](N(C[C@H]1C)C1=CC(N(C=2C=CC(=NC12)C#N)C)=O)C)C1=NC(=NO1)C1CCN(CC1)C